4-Methyl-3-((4-(pyridin-3-yl)thiazol-2-yl)amino)benzoic acid CC1=C(C=C(C(=O)O)C=C1)NC=1SC=C(N1)C=1C=NC=CC1